C(#N)C=1C=C(COC2=C(C=C(C=C2)NC(=O)C2=CN=CN2C)N2N=NN=C2)C=CC1 N-(4-((3-cyanobenzyl)oxy)-3-(1H-tetrazol-1-yl)phenyl)-1-methyl-1H-imidazole-5-carboxamide